FC1=C(OCCOC2CCN(CC2)C(=O)OC(C)(C)C)C=CC=C1OC1=C(C=C(C=C1)[N+](=O)[O-])C=1C2=C(C(N(C1)C)=O)N(C=C2)S(=O)(=O)C2=CC=C(C=C2)C tert-butyl 4-[2-[2-fluoro-3-[2-[6-methyl-7-oxo-1-(p-tolylsulfonyl)pyrrolo[2,3-c]pyridin-4-yl]-4-nitro-phenoxy]phenoxy]ethoxy]piperidine-1-carboxylate